(E)-4-((tert-butyldiphenylsilyl)oxy)-2-fluoro-but-2-en-1-ol [Si](C1=CC=CC=C1)(C1=CC=CC=C1)(C(C)(C)C)OC/C=C(\CO)/F